gamma-methacryloyl-propyl-methyl-dimethoxysilane C(C(=C)C)(=O)CCC[Si](OC)(OC)C